dimethoxy-4-(4,4,5,5-tetramethyl-1,3,2-dioxaborolan-2-yl)benzaldehyde COC=1C(=C(C=O)C=CC1B1OC(C(O1)(C)C)(C)C)OC